BrC=1C=C(C=C(C1)S(=O)(=O)C)NC(=O)C=1SC=CC1 N-(3-bromo-5-(methylsulfonyl)phenyl)thiophene-2-carboxamide